(2-methylphenyl)boronic acid CC1=C(C=CC=C1)B(O)O